(R)-2-(3-(1,1-difluoro-3-(4-methyl-4H-1,2,4-triazol-3-yl)propan-2-yl)phenyl)-4-(trifluoromethyl)isoindolin-1-one FC([C@H](CC1=NN=CN1C)C=1C=C(C=CC1)N1C(C2=CC=CC(=C2C1)C(F)(F)F)=O)F